N=1C=NN2C1C=C(C=C2)OC2=C(C(=C(C=C2)NC=2C1=C(N=CN2)C=NC(=C1)OC1CC2CCC(C1)N2C(C=C)=O)F)C 1-(3-((4-((4-([1,2,4]Triazolo[1,5-a]pyridin-7-yloxy)-2-fluoro-3-methylphenyl)amino)pyrido[3,4-d]pyrimidin-6-yl)oxy)-8-azabicyclo[3.2.1]octan-8-yl)prop-2-en-1-one